(5Z)-5-oct-1-ynylmagnesium chloride C#CCCC(CCC)[Mg]Cl